2,2-Dimethyl-propionic acid 4-{4-[4-methyl-3-(4-pyridin-3-yl-pyrimidin-2-ylamino)-phenyl-carbamoyl]-phenyl}-piperazin-1-ylmethyl ester CC1=C(C=C(C=C1)NC(=O)C1=CC=C(C=C1)N1CCN(CC1)COC(C(C)(C)C)=O)NC1=NC=CC(=N1)C=1C=NC=CC1